(S)-6-ethoxy-2-methyl-N-(6-(6-methyl-1,2,3,6-tetrahydropyridin-4-yl)pyridazin-3-yl)-2H-indazole-5-carboxamide formate C(=O)O.C(C)OC=1C(=CC2=CN(N=C2C1)C)C(=O)NC=1N=NC(=CC1)C=1CCN[C@H](C1)C